CC1(OB(OC1(C)C)C=1C2=CC=CC=C2C(=C2C=CC=CC12)C1=CC2=CC=CC=C2C=C1)C 4,4,5,5-tetramethyl-2-[10-(2-naphthyl)-9-anthryl]1,3,2-dioxaborolane